C(#N)C1=C(C=CC(=C1)F)SC=1C=2N(C=C(C1)C=1C=NN(C1C)C1CCC(CC1)O)N=CC2C#N 4-((2-cyano-4-fluorophenyl)thio)-6-(1-((1r,4r)-4-hydroxycyclohexyl)-5-methyl-1H-pyrazol-4-yl)pyrazolo[1,5-a]pyridine-3-carbonitrile